C1(CC1)N1C=C(C(C2=CC(=C(C=C12)N1CCNCC1)F)=O)C(C=CC1=CC=C(C=C1)Cl)=O 1-cyclopropyl-6-fluoro-7-piperazin-1-yl-3-(4-chlorocinnamoyl)-quinolin-4(1H)-one